C(C)NC(=O)NC1=NC=C2C=C(C=3N(C2=C1)N=CN3)C=3C=NC(=CC3C)[C@H](CC)O (S)-1-ethyl-3-(4-(6-(1-hydroxypropyl)-4-methylpyridin-3-yl)-[1,2,4]triazolo[1,5-a][1,6]naphthyridin-8-yl)urea